C=C(C=CC=CCC)O octa-1,3,5-trien-2-ol